ClC1=NC=C(C=C1)OCC1CCNCC1 2-chloro-5-(piperidin-4-ylmethoxy)pyridine